ClC=1C=C2C(=CNC2=C(C1)I)CCNC(C[C@H]1COCCC1)=O N-[2-(5-chloro-7-iodo-1H-indol-3-yl)ethyl]-2-[(3S)-tetrahydropyran-3-yl]acetamide